4,6-dichloro-2-methylmercaptopyrimidine ClC1=NC(=NC(=C1)Cl)SC